9-(cyclopropylmethyl)-1-(methoxymethyl)-2-oxo-pyrrolo[2,3-f][1,4]benzoxazine-8-carboxylic acid C1(CC1)CN1C(=CC=2C=CC3=C(N(C(CO3)=O)COC)C21)C(=O)O